(phosphonooxy)tetrahydro-2H-pyran-3-yl 2-aminobenzoate NC1=C(C(=O)OC2C(OCCC2)OP(=O)(O)O)C=CC=C1